1-[2-(4-fluoroanilino)-3-(pyridin-4-yl)-6,7-dihydropyrazolo[1,5-a]pyrazin-5(4H)-yl]prop-2-en FC1=CC=C(NC2=NN3C(CN(CC3)CC=C)=C2C2=CC=NC=C2)C=C1